phosphonic acid 2,3-dimethyl-2,3-butanediyl ester CC1(C)C(C)(C)OP(O1)=O